5-fluoro-6-methyl-1-(tetrahydro-2H-pyran-2-yl)-4-(tributylstannyl)-1H-pyridine FC=1C(=CCN(C1C)C1OCCCC1)[Sn](CCCC)(CCCC)CCCC